ethyl 2-{4-chloro-2-[2-(prop-2-enoyl)-1,2,3,4-tetrahydroisoquinolin-1-yl]phenoxy}acetate ClC1=CC(=C(OCC(=O)OCC)C=C1)C1N(CCC2=CC=CC=C12)C(C=C)=O